3,7-dimethyloct-6-enyl-6-bromohexanoic acid CC(CCC(C(=O)O)CCCCBr)CCC=C(C)C